p-Phthalic acid C1=CC(=CC=C1C(=O)O)C(=O)O